(2S,4R)-allyl 4-(2-((1R,3R)-3-((2S,3S)-N,3-dimethyl-2-((R)-1-methylpiperidine-2-carboxamido)pentanamido)-4-methyl-1-propoxypentyl)thiazole-4-carboxamido)-2-methyl-5-phenylpentanoate CN(C([C@H]([C@H](CC)C)NC(=O)[C@@H]1N(CCCC1)C)=O)[C@H](C[C@@H](OCCC)C=1SC=C(N1)C(=O)N[C@H](C[C@@H](C(=O)OCC=C)C)CC1=CC=CC=C1)C(C)C